4-(((tert-butyldimethylsilyloxy)methyl)benzyl)-2-chloro-3-nitroquinolin-4-amine [Si](C)(C)(C(C)(C)C)OCC(C1=CC=CC=C1)C1(C(C(=NC2=CC=CC=C12)Cl)[N+](=O)[O-])N